2-(2-(4-(benzimidazol-6-ylazo)phenoxy)ethoxy)ethan-1-ol N1=CNC2=C1C=C(C=C2)N=NC2=CC=C(OCCOCCO)C=C2